ClC1=CC2=C(C=N1)C(=CN2C(C)C)N2[C@@H]([C@H](C2)CS(=O)(=O)C)C 6-chloro-1-isopropyl-3-((2r,3s)-2-methyl-3-((methylsulfonyl)methyl)azetidin-1-yl)-1H-pyrrolo[3,2-c]pyridine